1-[(3,3-difluorocyclopentyl)methyl]-3-(1,1-difluoroethyl)-4-methyl-N-[2-(methylsulfanyl)pyridin-4-yl]-1H-pyrazole-5-carboxamide FC1(CC(CC1)CN1N=C(C(=C1C(=O)NC1=CC(=NC=C1)SC)C)C(C)(F)F)F